hexadecyldimethyl-(2-hydroxyl)ethyl-ammonium chloride [Cl-].C(CCCCCCCCCCCCCCC)[N+](CCO)(C)C